(3'-methylphenyl)thiourea-1-d CC=1C=C(C=CC1)N(C(=S)N)[2H]